BrC=1C(=NC(=NC1)NC=1C=C2C=CNC2=CC1)NC1=NC=CC=C1 5-bromo-N2-(1H-indol-5-yl)-N4-(pyridin-2-yl)pyrimidine-2,4-diamine